t-butyl (1S,5S)-1-(5-(3,5-dimethylisoxazol-4-yl)-1-((trans)-4-methoxycyclohexyl)-1H-benzo[d]imidazol-2-yl)-3-oxo-2-azabicyclo[3.1.0]hexane-2-carboxylate CC1=NOC(=C1C1=CC2=C(N(C(=N2)[C@]23N(C(C[C@@H]3C2)=O)C(=O)OC(C)(C)C)[C@@H]2CC[C@H](CC2)OC)C=C1)C